2,6-dihydroxy-N,N,5'-trimethyl-4-pentyl-2'-(prop-1-en-2-yl)-[1,1'-biphenyl]-3-carboxamide OC1=C(C(=CC(=C1C(=O)N(C)C)CCCCC)O)C1=C(C=CC(=C1)C)C(=C)C